Methyl 3-(4-ethoxy-1-nitro-4-oxobutan-2-yl)-2-fluorobenzoate C(C)OC(CC(C[N+](=O)[O-])C=1C(=C(C(=O)OC)C=CC1)F)=O